FC1=C(C=CC=C1C)C(=O)N1CCC2(C(N3[C@H](O2)CC[C@H]3C3=CC(=CC=C3)F)=O)CC1 (5'S,7a'R)-1-(2-fluoro-3-methylbenzene-1-carbonyl)-5'-(3-fluoro-phenyl)tetrahydro-3'H-spiro[piperidine-4,2'-pyrrolo[2,1-b][1,3]-oxazol]-3'-one